C(C)OC1=CC=C(C=C1)C(C)=O 1-(4-ethoxyphenyl)ethan-1-one